N1CCC2=C(C=CC=C12)CN1C=2N(C=NC1SC)N=CC2C(C)C N-(Indolin-4-ylmethyl)-8-isopropyl-2-(methylthio)pyrazolo[1,5-a][1,3,5]triazine